S1C(=NC2=C1C=CC=C2)NC(=O)C=2C=CC=C1CCN(CC21)C2=CC=C(C(=N2)C(=O)OC(C)(C)C)C=2C=C(OCCCC1CCN(CC1)CC(=O)O)C=CC2 2-(4-(3-(3-(6-(8-(benzo[d]thiazol-2-ylcarbamoyl)-3,4-dihydroisoquinolin-2(1H)-yl)-2-(tert-butoxycarbonyl)pyridin-3-yl)phenoxy)propyl)piperidin-1-yl)acetic acid